bis(diphenylphosphinopropane) nickel dichloride [Ni](Cl)Cl.C1(=CC=CC=C1)P(C1=CC=CC=C1)CCC.C1(=CC=CC=C1)P(C1=CC=CC=C1)CCC